3-[1-(2-chlorobenzoyl)-5-{[(4-fluorophenyl)methyl](methyl)amino}-4-methoxy-1H-pyrazol-3-yl]-N,N-dimethyl-2-(trifluoromethyl)azetidine-1-sulfonamide ClC1=C(C(=O)N2N=C(C(=C2N(C)CC2=CC=C(C=C2)F)OC)C2C(N(C2)S(=O)(=O)N(C)C)C(F)(F)F)C=CC=C1